NC1=NC=CC=C1C1=NC=2C(=NC(=CC2)C2=CC=CC=C2)N1C=1C=C2CC[C@@H](C2=CC1)NC(C1=CC(=C(C(=C1)C=O)NC(C)=O)F)=O N-[(1S)-5-[2-(2-aminopyridin-3-yl)-5-phenylimidazo[4,5-b]pyridin-3-yl]-2,3-dihydro-1H-inden-1-yl]-4-acetamido-3-fluoro-5-formylbenzamide